C(C1=CC=CC=C1)OC(C)C1=CC(=CC=2NC(CN(S(C21)(=O)=O)[C@H](C(=O)OC)C(C)C2=C(C(=CC=C2F)C)C)=O)Cl methyl (2S)-2-(9-(1-(benzyloxy)ethyl)-7-chloro-1,1-dioxido-4-oxo-4,5-dihydrobenzo[f][1,2,5]thiadiazepin-2(3H)-yl)-3-(6-fluoro-2,3-dimethylphenyl)butanoate